B(F)(F)F.P([O-])([O-])=O.[Li+].[Li+] lithium phosphonate boron trifluoride